N-(5-cyclopropyl-1H-pyrazol-3-yl)-2-{1-[2-(difluoromethyl)-1,3-thiazol-4-yl]-1H-pyrazol-4-yl}propanamide C1(CC1)C1=CC(=NN1)NC(C(C)C=1C=NN(C1)C=1N=C(SC1)C(F)F)=O